CC=1C=C(C(=CC1[N+](=O)[O-])O)O 4-methyl-5-nitrobenzene-1,2-diol